CC1=C(C=CC(=C1)NC1=C(C=CC=C1)C)NC(C)CC(C)C 2-methyl-N1-(4-methylpentan-2-yl)-N4-(o-tolyl)benzene-1,4-diamine